C(=O)(O)C1=CC=C(C=C1)C1=NC=CC(=C1)C1=CC=NC=C1 (4-carboxyl-phenyl)-4,4'-bipyridine